Cl.NC1CCC(CC1)CN1C(\C(\C2=CC=C(C=C12)C1=NOC(=N1)C)=C/C=1NC(=CC1C)C)=O (Z)-1-(((1r,4r)-4-aminocyclohexyl)methyl)-3-((3,5-dimethyl-1H-pyrrol-2-yl)methylene)-6-(5-methyl-1,2,4-oxadiazol-3-yl)indol-2-one hydrochloride